(E)-N-(3-fluoro-4-(7-(1-methyl-6-(trifluoromethyl)-1H-benzo[d]imidazol-5-yl)-1H-indole-3-carbonyl)phenyl)-4-(((1r,4r)-4-methoxycyclohexyl)amino)but-2-enamide FC=1C=C(C=CC1C(=O)C1=CNC2=C(C=CC=C12)C1=CC2=C(N(C=N2)C)C=C1C(F)(F)F)NC(\C=C\CNC1CCC(CC1)OC)=O